1-(5-Bromo-2-(6,6-difluoro-2-azaspiro[3.3]heptan-2-yl)pyridin-3-yl)-N,N-dimethylmethanamine BrC=1C=C(C(=NC1)N1CC2(C1)CC(C2)(F)F)CN(C)C